3-((3-butyl-7-(methylthio)-1,1-dioxido-5-phenyl-2,3,4,5-tetrahydro-1,2,5-benzothiadiazepin-8-yl)oxy)-2-fluoroacrylic acid C(CCC)C1NS(C2=C(N(C1)C1=CC=CC=C1)C=C(C(=C2)OC=C(C(=O)O)F)SC)(=O)=O